pyrrolium chloride salt [Cl-].[NH2+]1C=CC=C1